1-(4-((5-(8-fluoroimidazo[1,2-a]pyridin-6-yl)-7H-pyrrolo[2,3-d]pyrimidin-2-yl)amino)piperidin-1-yl)ethan-1-one FC=1C=2N(C=C(C1)C1=CNC=3N=C(N=CC31)NC3CCN(CC3)C(C)=O)C=CN2